N-(3-fluoro-4-((1-isopropyl-2-oxo-2,3-dihydro-1H-imidazo[4,5-b]pyridin-7-yl)oxy)phenyl)-1-phenyl-5-(trifluoromethyl)-1H-imidazole-4-carboxamide FC=1C=C(C=CC1OC1=C2C(=NC=C1)NC(N2C(C)C)=O)NC(=O)C=2N=CN(C2C(F)(F)F)C2=CC=CC=C2